COC1=CC=CC=2CC3=C(NC=N3)OC12 5-methoxy-3,9-dihydrochromeno[2,3-d]imidazol